6-methyl-2-oxo-5-phenyl-N-(2-thienylmethyl)-1-[3-(trifluoromethyl)phenyl]-1,2-dihydropyridine-3-carboxamide CC1=C(C=C(C(N1C1=CC(=CC=C1)C(F)(F)F)=O)C(=O)NCC=1SC=CC1)C1=CC=CC=C1